COC1=CC=C(CNC(CCC2=NC=3C(=NC=CC3)N2CC2=CC(=CC=C2)C)=O)C=C1 N-(4-Methoxy-benzyl)-3-[3-(3-methyl-benzyl)-3H-imidazo[4,5-b]pyridin-2-yl]-propionamide